benzyl N-[1-[3-[[(1R)-1-[3-isopropyl-5-(1-methylpyrazol-4-yl)phenyl]ethyl]carbamoyl]-4-methyl-phenyl]azetidin-3-yl]-N-methyl-carbamate C(C)(C)C=1C=C(C=C(C1)C=1C=NN(C1)C)[C@@H](C)NC(=O)C=1C=C(C=CC1C)N1CC(C1)N(C(OCC1=CC=CC=C1)=O)C